C(C)(C)(C)OC(N[C@@H](C1CCC(CC1)(F)F)C=1N=C2N(N=CC(=C2)[C@@H](COC2CC2)N)C1)=O ((S)-(7-((S)-1-amino-2-cyclopropyloxyethyl)imidazo[1,2-b]pyridazin-2-yl)(4,4-difluorocyclohexyl)methyl)carbamic acid tert-butyl ester